6-chloro-[1,2,4]triazolo[4,3-b]pyridazin ClC=1C=CC=2N(N1)C=NN2